The molecule is a dicarboxylic acid dianion resuting from deprotonation of both carboxy groups of 3-oxoadipic acid. It derives from an adipate(2-). It is a conjugate base of a 3-oxoadipic acid. C(CC(=O)[O-])C(=O)CC(=O)[O-]